C(C)(C)C(C(=O)[O-])(C(=O)[O-])C(C)C.[K+].[K+] potassium 2,2-diisopropylmalonate